1-(3-chlorophenyl)-2-propen-1-one ClC=1C=C(C=CC1)C(C=C)=O